2,2-bis(3-(4-aminobenzamido)-4-hydroxyphenyl)hexafluoropropane NC1=CC=C(C(=O)NC=2C=C(C=CC2O)C(C(F)(F)F)(C(F)(F)F)C2=CC(=C(C=C2)O)NC(C2=CC=C(C=C2)N)=O)C=C1